N(=[N+]=[N-])CCOCCOCCOCCOCCOC1=CC=C(C2=CC=CC=C12)C1=CC=C(C=C1)[C@H](CC(=O)O)NC([C@H]([C@H](CC)C)NC(CCCNC1=NC=CC(=C1)C)=O)=O (S)-3-(4-(4-((14-azido-3,6,9,12-tetraoxatetradecyl)oxy)naphthalen-1-yl)phenyl)-3-((2S,3S)-3-methyl-2-(4-((4-methylpyridin-2-yl)amino)butanamido)pentanamido)propanoic acid